C(C)[C@]1(C(NCC1)=O)C=1OC(=NN1)C=1C(=NC=CC1)NC1=CC=C(C=C1)C(F)(F)F (3R)-3-ethyl-3-[5-[2-[4-(trifluoromethyl)anilino]-3-pyridinyl]-1,3,4-oxadiazol-2-yl]pyrrolidin-2-one